methyl (1S,2R)-1-amino-2-ethylcyclopentane-1-carboxylate N[C@@]1([C@@H](CCC1)CC)C(=O)OC